2-(benzylamino)ethyl (S)-6-diazo-2-((R)-2-methoxypropanamido)-5-oxohexanoate [N+](=[N-])=CC(CC[C@@H](C(=O)OCCNCC1=CC=CC=C1)NC([C@@H](C)OC)=O)=O